CC1(OC2=C(C(NC1)=O)C=CC=C2)C 2,2-dimethyl-3H-1,4-benzoxazepin-5-one